FC1(C2(CN(C2)C2=CC(=C(C=N2)C(=O)N2CCN(CC2)C=2OC=3C(=NC(=CC3)C)N2)C)CC1)F (6-(5,5-difluoro-2-azaspiro[3.3]heptan-2-yl)-4-methylpyridin-3-yl)(4-(5-methyloxazolo[4,5-b]pyridin-2-yl)piperazin-1-yl)methanone